4-(isopropylamino)-N-(6-morpholinopyridin-3-yl)-6-(1H-pyrazol-4-yl)quinoline-3-carboxamide C(C)(C)NC1=C(C=NC2=CC=C(C=C12)C=1C=NNC1)C(=O)NC=1C=NC(=CC1)N1CCOCC1